3-(5-Amino-3-methyl-pyrazol-1-yl)propanamide Sodium hydride [H-].[Na+].NC1=CC(=NN1CCC(=O)N)C